2,4-dibromo-5-((6-nitro-pyridin-3-yl)oxy)benzaldehyde BrC1=C(C=O)C=C(C(=C1)Br)OC=1C=NC(=CC1)[N+](=O)[O-]